4-(o-tolyl)-1,2,5-thiadiazol-3-ol C1(=C(C=CC=C1)C=1C(=NSN1)O)C